C(C)(=O)NC=1SC(=CN1)S(=O)(=O)Cl 2-acetamido-1,3-thiazole-5-sulfonyl chloride